methyl 4-cyclopropyl-3-(N-(2-(piperidin-2-yl)-5-(tetrazol-1-yl)phenyl)sulfamoyl)benzoate C1(CC1)C1=C(C=C(C(=O)OC)C=C1)S(NC1=C(C=CC(=C1)N1N=NN=C1)C1NCCCC1)(=O)=O